NC=1C2=C(N=CN1)N(C=C2C=2C=C(CNS(=O)(=O)C)C=CC2)[C@@H]2C[C@@H](C2)CN2CCC2 N-(3-(4-amino-7-(cis-3-(azetidin-1-ylmethyl)cyclobutyl)-7H-pyrrolo[2,3-d]pyrimidin-5-yl)benzyl)methanesulfonamide